C(C)(C)(C)N1C(=NC2=C(C1=O)CNCC2)C Tert-butyl-2-methyl-4-oxo-3,5,7,8-tetrahydropyrido[4,3-d]Pyrimidine